(2S,4R)-1-(2-(3-acetyl-5-(2-methylpyrimidin-5-yl)-1H-indazol-1-yl)acetyl)-N-(6-bromopyridin-2-yl)-4-fluoropyrrolidine-2-carbothioamide C(C)(=O)C1=NN(C2=CC=C(C=C12)C=1C=NC(=NC1)C)CC(=O)N1[C@@H](C[C@H](C1)F)C(NC1=NC(=CC=C1)Br)=S